Isopropyl (S)-2-((S)-3-(1H-indol-3-yl)-2-(2-(4-methylpiperazin-1-yl)acetamido)propanamido)-6-diazo-5-oxohexanoate N1C=C(C2=CC=CC=C12)C[C@@H](C(=O)N[C@H](C(=O)OC(C)C)CCC(C=[N+]=[N-])=O)NC(CN1CCN(CC1)C)=O